N[C@@H]1CN(C[C@@H]([C@H]1O)C)C1=C2C(=NC=C1NC(=O)C1=NC(=C(C=C1)F)C1=C(C=C(C=C1F)OCC)F)C(CC2)O N-{4-[(3R,4R,5S)-3-amino-4-hydroxy-5-methylpiperidin-1-yl]-7-hydroxy-6,7-dihydro-5H-cyclopenta[b]pyridin-3-yl}-6-(4-ethoxy-2,6-difluorophenyl)-5-fluoropyridine-2-carboxamide